C(CNC(=O)C)(=O)[O-].[NH4+] ammonium aceturate